tert-butyl 8-(5-(3,4-dichlorobenzyl)-1,3,4-oxadiazol-2-yl)-6-(thiazole-5-carbonyl)-2,6-diazaspiro[3.4]octane-2-carboxylate ClC=1C=C(CC2=NN=C(O2)C2CN(CC23CN(C3)C(=O)OC(C)(C)C)C(=O)C3=CN=CS3)C=CC1Cl